N-(amino(4-((dimethylamino)methyl)phenyl)(oxo)-λ6-sulfaneylidene)-2-(2,6-diisopropyl-4-(naphthalen-2-yl)phenyl)acetamide NS(=NC(CC1=C(C=C(C=C1C(C)C)C1=CC2=CC=CC=C2C=C1)C(C)C)=O)(=O)C1=CC=C(C=C1)CN(C)C